4-(4-bromo-3-fluorobenzoyl)piperazin-2-one BrC1=C(C=C(C(=O)N2CC(NCC2)=O)C=C1)F